3-bromo-2-chloropyrimidine BrN1C(N=CC=C1)Cl